3-(6-(5-(trifluoromethyl)-2,3-dihydrobenzofuran-2-yl)pyridin-2-yl)-1,2,4-oxadiazol-5(4H)-one FC(C=1C=CC2=C(CC(O2)C2=CC=CC(=N2)C2=NOC(N2)=O)C1)(F)F